4-amino-N-(2-propanyl)-N-((5-(trifluoromethoxy)-2-pyridinyl)methyl)-1,3-dihydrofuro[3,4-c]quinoline-8-carboxamide NC1=NC=2C=CC(=CC2C2=C1COC2)C(=O)N(CC2=NC=C(C=C2)OC(F)(F)F)C(C)C